ClC1=CC2=C(N(C(N=C2N2[C@H](CN(CC2)C(=O)[O-])C)=O)C=2C(=NC=CC2C)C(C)C)N=C1Cl (S)-4-(6,7-dichloro-1-(2-isopropyl-4-methyl-3-pyridyl)-2-oxo-pyrido[2,3-d]pyrimidin-4-yl)-3-methylpiperazine-1-carboxylate